Methyl 5-(2-fluoro-4-trimethylsilylanilino)-2-(hydroxymethyl)pyridine-4-carboxylate FC1=C(NC=2C(=CC(=NC2)CO)C(=O)OC)C=CC(=C1)[Si](C)(C)C